FC1=C(C=CC(=C1F)OC)C1=CN=C2N1C=CN=C2NC2=CC(=C(C(=O)NCCOCC[N+](C)(C)CC(=O)OC)C=C2)CC 2-[2-[[4-[[3-(2,3-difluoro-4-methoxy-phenyl)imidazo[1,2-a]pyrazin-8-yl]amino]-2-ethyl-benzoyl]amino]ethoxy]ethyl-(2-methoxy-2-oxo-ethyl)-dimethyl-ammonium